COC=1C=C(C(=O)OCN2/C(/C=C(C(=C2)C(NC([2H])([2H])[2H])=O)NC2=C(C(=CC=C2)C=2N=NN(N2)C)OC)=N/C(=O)C2CC2)C=CC1OP(=O)(O)O (E)-(2-((Cyclopropanecarbonyl)imino)-4-((2-methoxy-3-(2-methyl-2H-tetrazol-5-yl)phenyl)amino)-5-((methyl-d3)carbamoyl)pyridin-1(2H)-yl)methyl 3-methoxy-4-(phosphonooxy)benzoate